FC=1C(=C(C(=CC1)C(C)C)NC(=O)NS(=O)(=O)C1=CC2=C(O1)C1CCC(C2(C)O)C1)C(C)C N-((3-fluoro-2,6-diisopropylphenyl)carbamoyl)-4-hydroxy-4-methyl-5,6,7,8-tetrahydro-4H-5,8-methanocyclohepta[b]furan-2-sulfonamide